(3R)-1-butyl-2,5-dioxo-3-((1R)-1-hydroxy-1-(tetrahydropyran-4-yl)methyl)-9-(4-(4-isopropylcarbonylaminophenoxy)phenylmethyl)-1,4,9-triazaspiro[5.5]undecane C(CCC)N1C([C@H](NC(C12CCN(CC2)CC2=CC=C(C=C2)OC2=CC=C(C=C2)NC(=O)C(C)C)=O)[C@@H](C2CCOCC2)O)=O